(+/-)-benzyl (2R,3S,5S)-2-(((tert-butyldimethyl silyl)oxy)methyl)-5-(difluoromethyl)-3-(2,2,2-trifluoro-N-(4-methoxybenzyl)acetamido)pyrrolidine-1-carboxylate [Si](C)(C)(C(C)(C)C)OC[C@@H]1N([C@@H](C[C@@H]1N(C(C(F)(F)F)=O)CC1=CC=C(C=C1)OC)C(F)F)C(=O)OCC1=CC=CC=C1 |r|